ClC1=C(C(=C(C(=C1F)Cl)F)Cl)CC(C)N(C(=O)C=1C(=NN(C1)C)C(F)F)OC 3-difluoromethyl-1-methyl-1H-pyrazole-4-carboxylic acid [2-(2,4,6-trichloro-3,5-difluorophenyl)-1-methyl-ethyl]-methoxy-amide